C(O)([O-])=O.[Cr+2].C(O)([O-])=O Chromium(II) Hydrogen Carbonate